6-bromo-2-(4-(2-(tert-butyldimethylsilyloxy)ethoxy)-3,5-dimethylphenyl)quinazolin-4(3H)-one BrC=1C=C2C(NC(=NC2=CC1)C1=CC(=C(C(=C1)C)OCCO[Si](C)(C)C(C)(C)C)C)=O